COC[C@@H]1NCCC1 (2R)-2-(methoxymethyl)pyrrolidine